C1(=CC=C(C=C1)S=C(O)C1CCOCC1)C.CC(C)C1=NC=CC=C1 2-(propan-2-yl)pyridine S-p-tolyl-tetrahydro-2H-pyran-4-carbothioate